9-benzyl-8-(2,3-difluoro-4-(2-(4-methylpiperazin-1-yl)ethoxy)phenyl)-6-(1-methyl-cyclopropoxy)-9H-purine C(C1=CC=CC=C1)N1C2=NC=NC(=C2N=C1C1=C(C(=C(C=C1)OCCN1CCN(CC1)C)F)F)OC1(CC1)C